ClC=1C(=NC(=NC1)NC1CCOCC1)C1=CC=C2CN(C(C2=C1)=O)[C@@H](C(=O)N[C@H](CO)C1=CC(=NC=C1Cl)OC)C (2R)-2-(6-{5-Chloro-2-[(oxan-4-yl)amino]pyrimidin-4-yl}-1-oxo-2,3-dihydro-1H-isoindol-2-yl)-N-[(1S)-1-(5-chloro-2-methoxypyridin-4-yl)-2-hydroxyethyl]propanamid